(2R,3S,4S)-4-hydroxy-2-{[4-(1,3-oxazol-5-yl)phenyl]methyl}pyrrolidin-3-yl N-[2-(3,5-difluoro-4-hydroxyphenyl)ethyl]carbamate FC=1C=C(C=C(C1O)F)CCNC(O[C@H]1[C@H](NC[C@@H]1O)CC1=CC=C(C=C1)C1=CN=CO1)=O